6-methyl-N-(3-(4-(4-methyl-1H-indazol-5-yl)phenyl)propyl)nicotinamide CC1=NC=C(C(=O)NCCCC2=CC=C(C=C2)C=2C(=C3C=NNC3=CC2)C)C=C1